FC1=C(C=CC=C1)P(OCC)(=O)C1=CC=CC=C1 ethyl (2-fluorophenyl)phenylphosphinate